S1C(=CC=C1)C1=C(SC=C1)C1=CC=CC=2OC3=CC=CC=C3SC12 thiophenylThienyl-(phenoxathiine)